N-(4-(5-(6-methyl-2-morpholinopyrimidin-4-yl)-4H-1,2,4-triazol-3-yl)-3-(6-azaspiro[2.5]octan-6-yl)phenyl)methanesulfonamide CC1=CC(=NC(=N1)N1CCOCC1)C=1NC(=NN1)C1=C(C=C(C=C1)NS(=O)(=O)C)N1CCC2(CC2)CC1